BrC=1C(=C(C=CC1)C/1OC2=CC=CC=C2C(\C1=C/NC(C)(C)C)=O)O (Z)-2-(3-bromo-2-hydroxyphenyl)-3-((tert-butylamino)methylene)chroman-4-one